5-[4-[(3S)-1-(3-fluoropropyl)pyrrolidin-3-yl]oxyphenyl]-6-[2-methyl-4-(trifluoro-methyl)phenyl]-8,9-dihydro-7H-benzo[7]annulen-2-ol FCCCN1C[C@H](CC1)OC1=CC=C(C=C1)C1=C(CCCC2=C1C=CC(=C2)O)C2=C(C=C(C=C2)C(F)(F)F)C